5-chloro-N-(1-(5-(3-cyano-6-(2-hydroxy-2-methylpropoxy)pyrazolo[1,5-a]pyridin-4-yl)pyridin-2-yl)-4-methylpiperidin-4-yl)-4-methylnicotinamide ClC=1C=NC=C(C(=O)NC2(CCN(CC2)C2=NC=C(C=C2)C=2C=3N(C=C(C2)OCC(C)(C)O)N=CC3C#N)C)C1C